4-SELENALYSINE N[C@@H](C[Se]CCN)C(=O)O